CC=1C=C(C(=NC1)CC=1C=C(C=CC1)NC(C=C)=O)[N+](=O)[O-] N-(3-((5-methyl-3-nitropyridin-2-yl)methyl)phenyl)acrylamide